ClNC1=C(C=CC=C1)N1CCC2(CC1)CN(C1=CC(=CC=C12)F)C chloro-2-{6-fluoro-1-methyl-1,2-dihydrospiro[indole-3,4'-piperidin]-1'-yl}aniline